1-(4-((4-Ethoxypyridin-3-yl)(4-(trifluoromethyl)phenyl)amino)-2-methylpiperidin-1-yl)propan-1-one C(C)OC1=C(C=NC=C1)N(C1CC(N(CC1)C(CC)=O)C)C1=CC=C(C=C1)C(F)(F)F